(S)-4,5-Dimethyl-2-(((1-(3-(trifluoromethyl)benzyl)-1H-pyrazol-4-yl)methyl)amino)-4,5,9,10-Tetrahydro-6H,8H-pyrido[3,2,1-de]pteridine-6-one CN1[C@H](C(N2C3=C(N=C(N=C13)NCC=1C=NN(C1)CC1=CC(=CC=C1)C(F)(F)F)CCC2)=O)C